C(#N)C1=C(OC2=C1C(=C(C=C2)F)C=2C1=C(C=3C(=NC=NC3C2F)N2C3CN(CC2CC3)C(=O)OC(C)(C)C)COC1)N=CN(C)C tert-Butyl 8-[6-[3-cyano-2-[dimethylaminomethylene-amino]-5-fluoro-benzofuran-4-yl]-5-fluoro-7,9-dihydrofuro[3,4-f]quinazolin-1-yl]-3,8-diazabicyclo[3.2.1]octane-3-carboxylate